NC(C)CCC(CCC)N 1,3-diaminoethylhexane